cetyl-dihydroxyethyl-aminoacetic acid C(CCCCCCCCCCCCCCC)C(C(=O)O)(N)CC(O)O